ClC=1C(=NC=CN1)C(=O)N(C)OC chloro-N-methoxy-N-methylpyrazine-2-carboxamide